1-[3-(methylsulfonyl)propyl]-3-(p-tolyl)thiourea CS(=O)(=O)CCCNC(=S)NC1=CC=C(C=C1)C